(3,4-dibromo-5-iodophenyl)(difluoro(phenyl)methyl)sulfur BrC=1C=C(C=C(C1Br)I)SC(C1=CC=CC=C1)(F)F